5-azoniaspiro[2.4]heptane C1CC12C[NH2+]CC2